((2-(bromomethyl)allyl)oxy)(tert-butyl)diphenylsilane BrCC(CO[Si](C1=CC=CC=C1)(C1=CC=CC=C1)C(C)(C)C)=C